NC1=C2C(=NC=N1)N(N=C2C2=CC=C(C=C2)OC2=CC=CC=C2)C2CCN(CC2)CC=2C=C1CN(C(C1=C(C2)F)=O)C2C(NC(CC2)=O)=O 3-(5-((4-(4-amino-3-(4-phenoxyphenyl)-1H-pyrazolo[3,4-d]pyrimidin-1-yl)piperidin-1-yl)methyl)-7-fluoro-1-oxoisoindolin-2-yl)piperidine-2,6-dione